FC(C(=O)O)(F)F.C(N)(=N)N1CCC(=CC1)C1=CC=C(C(=O)NC2=CC=C(C=C2)CCN/C(=N/C)/N(C)C)C=C1 4-(1-carbamimidoyl-1,2,3,6-tetrahydropyridin-4-yl)-N-(4-{2-[(Z)-N',N',N''-trimethylcarbamimidamido]ethyl}phenyl)benzamide trifluoroacetate